BrC=1C=CC2=C(C(=NCC(=N2)N)C2=C(C=CC=C2F)F)C1F 7-bromo-6-fluoro-5-(2,6-difluorophenyl)-3H-1,4-benzodiazepine-2-Amine